C(CC)[C@@H]1CC[C@H](CC1)C(=O)O trans-4-propylcyclohexanecarboxylic acid